Tris(hydroxymethyl)-aminomethan TRIS-HCl Cl.Cl.Cl.OCC(N)(CO)CO